sodium bromooleate BrC(C(=O)[O-])CCCCCC\C=C/CCCCCCCC.[Na+]